methyl 2-chloro-5-[3-chloro-5-(trifluoromethyl)-2-pyridinyl]-benzoate ClC1=C(C(=O)OC)C=C(C=C1)C1=NC=C(C=C1Cl)C(F)(F)F